2-methylpropan-2-yl (1R)-5-ethyl-3-hydroxy-1-methyl-8-azabicyclo[3.2.1]octane-8-carboxylate C(C)C12CC(C[C@@](CC1)(N2C(=O)OC(C)(C)C)C)O